BrC1=C(CN)C=C(C=C1)Br 2,5-dibromobenzylamine